sodium bis(ethane-2,1-diyl) diphosphonate P1(OCCOP(OCCO1)=O)=O.[Na]